phenoxysulfinic acid O(C1=CC=CC=C1)S(=O)O